BrC1=C(C=C(C=C1OCC)C(C)=O)OCC 1-(4-bromo-3,5-diethoxyphenyl)ethane-1-one